CN1C=NC=C(C1=O)C1=CC=C(C=C1)C1(CC1)NC(=O)C1=NN(C=N1)[C@@H](C)C1=CC=CC=C1 (S)-N-(1-(4-(1-methyl-6-oxo-1,6-dihydropyrimidin-5-yl)phenyl)cyclopropyl)-1-(1-phenylethyl)-1H-1,2,4-triazole-3-carboxamide